Cl.FC1(CNCCC1C1=C(C=C2C(=NN(C2=C1)C)N1C(NC(CC1)=O)=O)F)F 1-[6-(3,3-difluoro-4-piperidyl)-5-fluoro-1-methyl-indazol-3-yl]hexahydropyrimidine-2,4-dione HCl salt